dimethyl-(ethyl)diethoxysilane CC(CO[SiH](OCC)CC)C